2-fluoropropane-1,3-diamine hydrochloride Cl.FC(CN)CN